CNC1=NC(=NC(=C1)C)NC=1C=C2CCCOC2=C(C1)OCCCN1CCCC1 N4,6-dimethyl-N2-(8-(3-(pyrrolidin-1-yl)propoxy)chroman-6-yl)pyrimidine-2,4-diamine